(E)-5-bromo-2,3-difluorobenzaldehyde oxime BrC=1C=C(C(=C(/C=N/O)C1)F)F